C1=CC=CC=2C3=CC=CC=C3C(C12)COC(=O)N[C@H](C(=O)NC1=CC=C(C=C1)C(C(=O)OC)Cl)CCCNC(=O)N Methyl 2-(4-((s)-2-((((9H-fluoren-9-yl)methoxy)carbonyl)amino)-5-ureidopentanamido)phenyl)-2-chloroacetate